C(C)(C)(C)OC(=O)N1CC(C1)S(=O)(=O)C1=CC=C(C=C1)Br 3-(4-bromophenyl)sulfonylazetidine-1-carboxylic acid tert-butyl ester